(NZ,R)-N-[1-[3,6-dimethyl-4-oxo-2-(4-pyridyl)quinazolin-8-yl]ethylidene]-2-methyl-propane-2-sulfinamide CN1C(=NC2=C(C=C(C=C2C1=O)C)\C(\C)=N/[S@](=O)C(C)(C)C)C1=CC=NC=C1